methoxy-1',10',11',11a'-tetrahydro-5'H-spiro[cyclopropane-1,2'-pyrrolo[2,1-c][1,4]benzodiazepine]-5'-one COC1C2(CN3C1CNC1=C(C3=O)C=CC=C1)CC2